6-(2,4-dimethoxybenzyl)pyrimidine-4,6-diamine COC1=C(CC2(C=C(N=CN2)N)N)C=CC(=C1)OC